C(C)(C)(C)[C@H]1OC2=C(C(N3C1CNCC3)=O)C(=NC(=C2Cl)C2=C(C=CC=C2)Cl)N2[C@H](CN(CC2)C)C tert-Butyl-(R)-4-chloro-3-(2-chlorophenyl)-1-((S)-2,4-dimethylpiperazin-1-yl)-12-oxo-6a,7,9,10-tetrahydro-12H-pyrazino[2,1-c]pyrido[3,4-f][1,4]oxazepine